NC1=CC=C(CNC=2C=3N=CN([C@H]4[C@H](O)[C@H](O)[C@@H](CO)O4)C3N=CN2)C=C1 N6-(p-aminobenzyl)-adenosine